tert-butyl 3-[4-(aminomethyl)anilino]azetidine-1-carboxylate NCC1=CC=C(NC2CN(C2)C(=O)OC(C)(C)C)C=C1